(1R,4R)-4-(4-acetylamino-5-cyano-2-methoxyphenyl)cyclohexane-1-carboxylic acid methyl ester COC(=O)C1CCC(CC1)C1=C(C=C(C(=C1)C#N)NC(C)=O)OC